ethyl 2-amino-5-(dimethylphosphoryl)benzoate NC1=C(C(=O)OCC)C=C(C=C1)P(=O)(C)C